[Si](C1=CC=CC=C1)(C1=CC=CC=C1)(C(C)(C)C)OC(C(=O)OCCCCCCO)CCC(=O)OCCCCCCO bis(6-hydroxyhexyl) 2-((tert-butyldiphenylsilyl)oxy)pentanedioate